COC(C(CCC(=O)N(C)C)C)=O Methyl-5-Dimethylamino-2-Methyl-5-Oxopentanoate